O=C1N(CC=2C3=C(C=CC12)C=CC(=C3)C=3SC=CC3)CC(C(=O)OC)=C methyl 2-{[3-oxo-8-(thiophen-2-yl)-1H,2H,3H-benzo[e]isoindol-2-yl]methyl}prop-2-enoate